ClC=1C=CC(=C(C1)C1=CC(=C(N=N1)OCCN1C(C2=CC=CC=C2C1=O)=O)NC1=CC=NC2=CC(=CC=C12)OCCN1CCN(CC1)C)F 2-(2-{[6-(5-chloro-2-fluorophenyl)-4-({7-[2-(4-methylpiperazin-1-yl)ethoxy]quinolin-4-yl}amino)pyridazin-3-yl]oxy}ethyl)-2,3-dihydro-1H-isoindole-1,3-dione